(3-fluoro-4-(7-fluoro-1,3,4,5-tetrahydro-2H-benzo[c]azepin-2-yl)-2-methylphenyl)-3,3-dimethylbutyramide FC=1C(=C(C=CC1N1CC2=C(CCC1)C=C(C=C2)F)C(C(=O)N)C(C)(C)C)C